N-(4-((7-(cyclopentylmethyl)-7H-pyrrolo[2,3-D]pyrimidin-4-yl)oxy)phenyl)-2-(4-(Trifluoromethyl)phenyl)acetamide C1(CCCC1)CN1C=CC2=C1N=CN=C2OC2=CC=C(C=C2)NC(CC2=CC=C(C=C2)C(F)(F)F)=O